(3-methyl-1-adamantyl)amine hydrochloride Cl.CC12CC3(CC(CC(C1)C3)C2)N